C(CCCCCC)SC1=CC=C(C=C1)C(CCN1CCOCC1)=O 1-(4-(heptylthio)phenyl)-3-morpholinopropan-1-one